The molecule is a sesquiterpene lactone that is 3,3a,4,4a,7a,8,9,9a-octahydroazuleno[6,5-b]furan-2,5-dione substituted by methyl groups at positions 4a and 8, a methylidene group at position 3 and an acetoxy group at position 4. Isolated from Inula hupehensis, it exhibits antineoplastic activity. It has a role as an apoptosis inducer, an immunomodulator, an antineoplastic agent and a plant metabolite. It is an acetate ester, an organic heterotricyclic compound, a sesquiterpene lactone, a cyclic ketone and a gamma-lactone. C[C@@H]1C[C@H]2[C@H]([C@@H]([C@]3([C@H]1C=CC3=O)C)OC(=O)C)C(=C)C(=O)O2